2-[3-(ethylsulfonyl)-2-pyridyl]-5-[(trifluoromethyl)sulfonyl]benzoxazol C(C)S(=O)(=O)C=1C(=NC=CC1)C=1OC2=C(N1)C=C(C=C2)S(=O)(=O)C(F)(F)F